C(#N)C1=CC=CC(=N1)NC(N(CC1=NNC(=C1)C(F)(F)F)C=1C=NC(=NC1)OC)=O 3-(6-Cyanopyridin-2-yl)-1-(2-methoxypyrimidin-5-yl)-1-((5-(trifluoromethyl)-1H-pyrazol-3-yl)methyl)urea